COC(=O)C1=NC(=C(C=C1)N(CC1=CC=CC=C1)CC1=CC=CC=C1)OC 5-(Dibenzylamino)-6-methoxypyridine-2-carboxylic acid methyl ester